FC(C1=NC(=NO1)C1=CC=C(S1)CN1CCOCC1)(F)F 4-[[5-[5-(trifluoromethyl)-1,2,4-oxadiazol-3-yl]-2-thienyl]methyl]morpholine